2-((6-cyclopropyl-8-(3-fluorooxetan-3-yl)imidazo[1,2-a]pyridin-2-yl)methyl)isoindoline-1,3-dione C1(CC1)C=1C=C(C=2N(C1)C=C(N2)CN2C(C1=CC=CC=C1C2=O)=O)C2(COC2)F